FC1=C(C(=CC=C1C1=NN(C=N1)COCC[Si](C)(C)C)[N+](=O)[O-])N[C@H]1C[C@H](CCC1)NC(OC(C)(C)C)=O tert-butyl ((1S,3R)-3-((2-fluoro-6-nitro-3-(1-((2-(trimethylsilyl)ethoxy)methyl)-1H-1,2,4-triazol-3-yl)phenyl)amino)cyclohexyl)carbamate